Bis[2-(diphenylphosphino)benzenesulfonic acid] copper(I) tetrafluoroborate F[B-](F)(F)F.[Cu+].C1(=CC=CC=C1)P(C1=C(C=CC=C1)S(=O)(=O)O)C1=CC=CC=C1.C1(=CC=CC=C1)P(C1=C(C=CC=C1)S(=O)(=O)O)C1=CC=CC=C1